ClC1=C(C(=CC=C1Cl)OC)C1=CC=2N(C=C1)C=C(N2)C2CC1(C2)CCN(CC1)C(=O)[O-] 2-(7-(2,3-dichloro-6-methoxyphenyl)imidazo[1,2-a]pyridin-2-yl)-7-azaspiro[3.5]nonane-7-carboxylate